The molecule is a lignan that consists of buta-1,3-diene substituted by a 2,4-dihydroxybenzyl group at position 2 and a 1,3-benzodioxol-5-ylmethyl group at position 3. It is isolated from the ground stems of Anogeissus acuminata and exhibits anti-HIV activity by inhibiting HIV-1 reverse transcriptase enzyme. It has a role as a metabolite and a HIV-1 reverse transcriptase inhibitor. It is a lignan, a member of benzodioxoles and a member of resorcinols. C=C(CC1=CC2=C(C=C1)OCO2)C(=C)CC3=C(C=C(C=C3)O)O